FC(C)(F)C1OC2=C(C(=NC(=C2)S(=O)(=O)C)C2=CN(C3=CN=C(C=C32)NC(C)=O)C)OC1 N-(3-(2-(1,1-difluoroethyl)-7-(methylsulfonyl)-2,3-dihydro-[1,4]dioxino[2,3-c]pyridin-5-yl)-1-methyl-1H-pyrrolo[2,3-c]pyridin-5-yl)acetamide